tert-butyl (3-(4-amino-2-(4-methoxy-1-methyl-6-oxo-1,6-dihydropyridin-3-yl)phenoxy)phenyl)carbamate NC1=CC(=C(OC=2C=C(C=CC2)NC(OC(C)(C)C)=O)C=C1)C1=CN(C(C=C1OC)=O)C